FC=1C=C2C(N(C(=NC2=CC1)[C@@H](CCC)N1CCN[C@H](CC1)C)C)=O 6-fluoro-3-methyl-2-((R)-1-((S)-5-methyl-1,4-diazepan-1-yl)butyl)quinazolin-4(3H)-one